(1,3-dioxolan-2-ylmethyl)triphenyl-phosphonium bromide [Br-].O1C(OCC1)C[P+](C1=CC=CC=C1)(C1=CC=CC=C1)C1=CC=CC=C1